N-((S)-1-(((S)-3-(2-(benzyloxy)phenyl)-1-(methoxy(methyl)amino)-1-oxopropan-2-yl-1-13C)amino)-1-oxo-3-phenylpropan-2-yl)-4-methylpiperazine-1-carboxamide C(C1=CC=CC=C1)OC1=C(C=CC=C1)C[C@@H]([13C](=O)N(C)OC)NC([C@H](CC1=CC=CC=C1)NC(=O)N1CCN(CC1)C)=O